methyl 2-((4-(4-benzylamino-2,6-dimethylphenoxy)-3,5-dichlorophenyl) amino)-2-oxoacetate C(C1=CC=CC=C1)NC1=CC(=C(OC2=C(C=C(C=C2Cl)NC(C(=O)OC)=O)Cl)C(=C1)C)C